FC=1C=C(C=CC1)N1C=CC2=C1N=CC=C2C=O 1-(3-fluorophenyl)-1H-pyrrolo[2,3-b]pyridine-4-carbaldehyde